[Ni]=O.[Cu].[Fe] iron-copper-nickel oxide